4-((1-(8-Oxa-3-azabicyclo[3.2.1]octan-3-yl)ethylidene)amino)-1-methyl-1H-pyrazole C12CN(CC(CC1)O2)C(C)=NC=2C=NN(C2)C